C(C(C)C)N1C[C@@H](CC1)N1CCN(C2=CC=CC=C12)C1CCOCC1 (R)-N-(1-isobutylpyrrolidin-3-yl)-4-(tetrahydro-2H-pyran-4-yl)-3,4-dihydroquinoxaline